OC1=NC2=C(C=CC=C2C=C1)B(O)O 2-HYDROXYQUINOLINE-8-BORONIC ACID